tert-butyl (1S,4R)-2-(((benzyloxy)carbonyl)(2-methoxyethyl)amino)-7-azabicyclo[2.2.1]heptane-7-carboxylate C(C1=CC=CC=C1)OC(=O)N(C1[C@@H]2CC[C@H](C1)N2C(=O)OC(C)(C)C)CCOC